Cl.ClC1=C(C=C(C=C1)C(NC)=O)C=1C=C2C(=NNC2=CC1)NC(=O)[C@H]1CNCC1 (3R)-N-{5-[2-chloro-5-(methylcarbamoyl)phenyl]-1H-indazol-3-yl}pyrrolidine-3-carboxamide hydrochloride